N1-(4-fluoro-3-(trifluoromethoxy)-benzyl)-N2-(1H-pyrrolo[3,2-c]pyridin-3-yl)oxalamide FC1=C(C=C(CNC(C(=O)NC2=CNC3=C2C=NC=C3)=O)C=C1)OC(F)(F)F